CO[C@@H]1CC[C@H](CC1)NC(=O)C1=NC(=NC=2CCCCC12)C1=CN=CS1 N-[(trans)-4-methoxycyclohexyl]-2-(1,3-thiazol-5-yl)-5,6,7,8-tetrahydroquinazoline-4-carboxamide